N-(2-(2,6-dioxopiperidin-3-yl)-1-oxoisoindolin-5-yl)-7-hydroxy-[1,2,4]triazolo[1,5-a]pyrimidine-6-carboxamide O=C1NC(CCC1N1C(C2=CC=C(C=C2C1)NC(=O)C=1C=NC=2N(C1O)N=CN2)=O)=O